(S)-N-(2,2'-dimethyl-3'-(2-((((5-oxopyrrolidin-2-yl)methyl)amino)methyl)-[1,2,4]triazolo[1,5-a]pyridin-7-yl)-[1,1'-biphenyl]-3-yl)-4-(((2-hydroxyethyl)amino)methyl)benzamide CC1=C(C=CC=C1NC(C1=CC=C(C=C1)CNCCO)=O)C1=C(C(=CC=C1)C1=CC=2N(C=C1)N=C(N2)CNC[C@H]2NC(CC2)=O)C